C(CC(O)(C(=O)[O-])CC(=O)[O-])(=O)[O-].[Ca+2].C(CC(O)(C(=O)[O-])CC(=O)[O-])(=O)[O-].[Ca+2].[Ca+2] Calcium citrat